4-ethoxy-1,2,5-oxadiazole-3-carbonyl chloride C(C)OC=1C(=NON1)C(=O)Cl